2-(prop-2-yn-1-yl)pent-4-yn-1-ol C(C#C)C(CO)CC#C